CC(CC=O)(C)C 3,3-dimethylbutanal